N-(2-ethoxyphenyl)-N'-(2-ethylphenyl)-oxalamide C(C)OC1=C(C=CC=C1)NC(C(=O)NC1=C(C=CC=C1)CC)=O